4-(4-(pyridin-3-yl)benzyl)-4H-thieno[3,2-b]pyrrole N1=CC(=CC=C1)C1=CC=C(CN2C3=C(C=C2)SC=C3)C=C1